dimethyl-(t-butylamino)(tetramethyl-cyclopentadienyl)silane zirconium [Zr].C[Si](C1(C(=C(C(=C1)C)C)C)C)(NC(C)(C)C)C